9,9-dimethyl-9H-fluoren-3-yl-boric acid CC1(C2=CC=CC=C2C=2C=C(C=CC12)OB(O)O)C